CN(CCCCNC(C=C)=O)C N-(4-dimethylaminobutyl)acrylamide